β-Ethyl-4-fluorotryptophan C(C)C([C@H](N)C(=O)O)C1=CNC2=CC=CC(=C12)F